CC1(CCN(CC1)C1=NC2=C(C=C(C=C2C(N1C)=O)C)C(C)O)C 2-(4,4-dimethylpiperidin-1-yl)-8-(1-hydroxyethyl)-3,6-dimethylquinazolin-4-one